tert-butyl 4-{4-[4-(5-chloro-3-cyclopentanesulfonamido-2-fluorophenyl)-3-(pyridin-4-yl)pyrazol-1-yl]phenyl}piperazine-1-carboxylate ClC=1C=C(C(=C(C1)C=1C(=NN(C1)C1=CC=C(C=C1)N1CCN(CC1)C(=O)OC(C)(C)C)C1=CC=NC=C1)F)NS(=O)(=O)C1CCCC1